ClC1=C(C(=NC=C1C#N)OCCOC)F 4-chloro-5-fluoro-6-(2-methoxyethoxy)nicotinonitrile